C(C)(=O)C(C(=O)O)(C(C(=O)O)C(C)=O)S(=O)(=O)O 2,3-diacetylsulfosuccinic acid